1-(hydroxymethyl)-N-methyl-N-(thiazol-2-yl)cyclopropane-1-sulfonamide OCC1(CC1)S(=O)(=O)N(C=1SC=CN1)C